3,4-dibromo-1-butene BrC(C=C)CBr